C(C)(=O)OC[C@H](NC([C@@H](NC(=O)C=1N=C(SC1)N1CCC(CC1)NC(=O)OC(C)(C)C)CO[Si](C)(C)C(C)(C)C)=O)C(=O)OCC1=CC=CC=C1 Benzyl O-acetyl-N-(N-(2-(4-((tert-butoxycarbonyl)amino)piperidin-1-yl)thiazole-4-carbonyl)-O-(tert-butyldimethylsilyl)-L-seryl)-L-serinate